N1(CCC1)C1=NC=C(C=N1)[C@H](C)N1N=CC(=C1)NC(=O)C1=NC(=CN=C1C)C1=C(C(=CC=C1C(F)F)Cl)F |o1:10| (S or R)-N-(1-(1-(2-(azetidin-1-yl)pyrimidin-5-yl)ethyl)-1H-pyrazol-4-yl)-6-(3-chloro-6-(difluoromethyl)-2-fluorophenyl)-3-methylpyrazine-2-carboxamide